ClC1=CC2=C(C3=C(CC(N2)=S)C=NC(=N3)NC3=CC(=CC=C3)CCCN(C)C)C=C1 9-Chloro-2-[3-[3-(dimethylamino)propyl]anilino]-5,7-dihydropyrimido[5,4-d][1]benzazepine-6-thione